4-Bromo-2-fluorobenzene BrC1=CC(=CC=C1)F